C1(CC2C(CC1)O2)CC[SiH2]C(OC(C)=O)OC(C)=O β-(3,4-epoxycyclohexyl)ethyl-diacetoxymethylsilane